(2S,3R)-N-(2-Cyclohexyl-4-(4-(trifluoromethyl)phenethyl)phenyl)-2,3-difluoroheptanamid C1(CCCCC1)C1=C(C=CC(=C1)CCC1=CC=C(C=C1)C(F)(F)F)NC([C@@H]([C@@H](CCCC)F)F)=O